[(4-methoxyphenyl)methyl]pyrrolidine COC1=CC=C(C=C1)CN1CCCC1